4-(6-(4-(2-(3,3-difluorocyclobutyl)acetamido)thiophen-2-yl)pyrazin-2-yl)-2-methoxy-N-methyl-N-(1-methylpiperidin-4-yl)benzamide FC1(CC(C1)CC(=O)NC=1C=C(SC1)C1=CN=CC(=N1)C1=CC(=C(C(=O)N(C2CCN(CC2)C)C)C=C1)OC)F